6-bromo-4-(5-(3,4-dichlorophenyl)octahydropyrrolo[3,4-c]pyrrole-2-carbonyl)quinolin-2(1H)-one BrC=1C=C2C(=CC(NC2=CC1)=O)C(=O)N1CC2CN(CC2C1)C1=CC(=C(C=C1)Cl)Cl